(3r,3as,6s,6ar)-3-(4-methoxyphenyl)hexahydrofuro[3,2-b]furan-3,6-diol COC1=CC=C(C=C1)[C@@]1([C@@H]2[C@H](OC1)[C@H](CO2)O)O